1-Methyl-2-(6-trifluoromethoxy-benzothiazol-2-ylamino)-1H-benzoimidazole-5-carboxylic acid (2-amino-ethyl)-amide hydrochloride Cl.NCCNC(=O)C1=CC2=C(N(C(=N2)NC=2SC3=C(N2)C=CC(=C3)OC(F)(F)F)C)C=C1